methyl 3-{[(2E)-3-(benzenesulfonyl) prop-2-en-1-yl] carbamoyl}-2-oxo-1,2,5,6,7,8-hexahydro-1,6-naphthyridine-6-carboxylate C1(=CC=CC=C1)S(=O)(=O)/C=C/CNC(=O)C=1C(NC=2CCN(CC2C1)C(=O)OC)=O